6-Fluoropyridine-3-sulfonyl chloride FC1=CC=C(C=N1)S(=O)(=O)Cl